C1=C2C=3C(C4=C(CC3NC2=CC=C1)C=CC=C4)=O 5,6-dihydro-11H-benzo[b]Carbazole-11-one